CS(=O)(=O)C=1C=C(C=NC1)COC1=C(C=O)C=CC=N1 2-((5-(methylsulfonyl)pyridin-3-yl)methoxy)nicotinaldehyde